BrC1=CC2=C(N(CC(N(S2(=O)=O)C)CCCC)C2=CC=CC=C2)C=C1SC 8-bromo-3-butyl-2-methyl-7-(methylthio)-5-phenyl-2,3,4,5-tetrahydrobenzo-[f][1,2,5]thiadiazepine 1,1-dioxide